C1(CC1)C1=NC2=C(N1CC)C=C(C=C2N(C2CCOCC2)C2=CC=CC=C2)C2=C(N=NN2C)C 2-cyclopropyl-6-(1,4-dimethyl-1H-1,2,3-triazol-5-yl)-1-ethyl-N-phenyl-N-(tetrahydro-2H-pyran-4-yl)-1H-benzo[d]imidazol-4-amine